2-(2-(methoxymethyl)pyrrolidin-1-yl)benzo[d]oxazole COCC1N(CCC1)C=1OC2=C(N1)C=CC=C2